NC(CC(=O)O)C(CC)C 3-AMINO-4-METHYLHEXANOIC ACID